C(=C)N1C(C(CC1)=O)=O 1-Vinyl-2-Pyrrolidonon